ethyl 3-((4-(1H-pyrazol-1-yl)-6-(pyrrolidin-1-yl)-1,3,5-triazin-2-yl)amino)propanoate N1(N=CC=C1)C1=NC(=NC(=N1)N1CCCC1)NCCC(=O)OCC